N-prop-2-enyl-1H-1,2,4-triazole C(C=C)N1N=CN=C1